racemic-trans-4-fluoro-3-hydroxypyrrolidine hydrochloride Cl.F[C@H]1[C@@H](CNC1)O |r|